2-Chloroeicosan ClC(C)CCCCCCCCCCCCCCCCCC